[Li].[Sr] strontium-lithium